(s)-8-(3-(1-(2-(4,4-difluorocyclohexyl)ethyl)piperidin-3-yl)-5-oxo-4,5-dihydro-1H-1,2,4-triazol-1-yl)quinolin-2(1H)-one FC1(CCC(CC1)CCN1C[C@H](CCC1)C1=NN(C(N1)=O)C=1C=CC=C2C=CC(NC12)=O)F